(3R)-1-butyl-2,5-dioxo-3-((1R)-1-hydroxy-1-(cyclopenten-4-yl)methyl)-9-(4-(4-carboxy-2-ethoxyphenoxy)phenylmethyl)-1,4,9-triazaspiro[5.5]undecane C(CCC)N1C([C@H](NC(C12CCN(CC2)CC2=CC=C(C=C2)OC2=C(C=C(C=C2)C(=O)O)OCC)=O)[C@@H](C2CC=CC2)O)=O